{4-[4-(morpholin-4-yl)-7H-pyrrolo[2,3-d]pyrimidin-6-yl]phenyl}-4-(piperidin-4-yl)piperazine-1-carboxamide N1(CCOCC1)C=1C2=C(N=CN1)NC(=C2)C2=CC=C(C=C2)C2N(CCN(C2)C2CCNCC2)C(=O)N